4-bromo-6-fluorobenzene-1,3-diamine BrC1=C(C=C(C(=C1)F)N)N